N[C@H]1C(NCCC1)=O (R)-3-aminopiperidin-2-one